C(C)(C)(C)P(C(C)(C)C)(C(C)(C)C)[Pd]C1=C(C=CC=C1)C1=C(C=CC=C1)N (tri-tert-butylphosphino)(2'-amino-1,1'-biphenyl-2-yl)palladium (II)